tert-butyl 3,3-difluoro-4-((3-(methoxycarbonyl)-4-methylphenyl)amino)pyrrolidine-1-carboxylate FC1(CN(CC1NC1=CC(=C(C=C1)C)C(=O)OC)C(=O)OC(C)(C)C)F